ClC1=C2C(=[N+](C=C1)[O-])C1(OCC2)COCC1 4'-chloro-4,5,5',6'-tetrahydro-2H-spiro[furan-3,8'-pyrano[3,4-b]pyridine]-1'-oxide